3-(2-chloro-6-methyl-4-pyridinyl)-2-(3-cyanophenyl)-N-[trans-(3s,4s)-4-hydroxypyrrolidin-3-yl]pyrazolo[1,5-a]pyrimidine-5-carboxamide ClC1=NC(=CC(=C1)C=1C(=NN2C1N=C(C=C2)C(=O)N[C@H]2CNC[C@@H]2O)C2=CC(=CC=C2)C#N)C